styrene-Mesaconic acid anhydride C(=CC1=CC=CC=C1)\C\1=C(/C(=O)OC1=O)\C